[Si](C)(C)(C(C)(C)C)OC/C=C/C=1C=CC=C2C=C(N(C12)CC1CC1)C=O (E)-7-(3-((tert-butyldimethylsilyl)oxy)prop-1-en-1-yl)-1-(cyclopropylmethyl)-1H-indole-2-carbaldehyde